N,N-bis(4-methoxybenzyl)aniline COC1=CC=C(CN(C2=CC=CC=C2)CC2=CC=C(C=C2)OC)C=C1